FC=1C=C(C=C(C1)F)C1(NC=C(C(=N1)NC1=CC=C(C=C1)C1CCNCC1)C=1C=NN(C1)C)N 2-(3,5-difluorophenyl)-5-(1-methyl-1H-pyrazol-4-yl)-N4-(4-(piperidin-4-yl)phenyl)pyrimidine-2,4-diamine